methyl 2'-methoxy-[2,4'-bipyridine]-3-carboxylate COC1=NC=CC(=C1)C1=NC=CC=C1C(=O)OC